OC(=O)C(F)(F)F.NC1=C(N=CC(=N1)N1CCC2(CCC(C2N)C)CC1)SC=1C(=NC=CC1)C(F)(F)F 8-(6-amino-5-((2-(trifluoromethyl)pyridin-3-yl)thio)pyrazin-2-yl)-2-methyl-8-azaspiro[4.5]decan-1-amine TFA salt